(2,3-difluorophenyl)magnesium bromide FC1=C(C=CC=C1F)[Mg]Br